(2RS)-2-(6,7-dihydro-5H-pyrrolo[1,2-c]imidazol-1-yl)-2-[6-iodo-1-oxo-4-(trifluoromethyl)isoindol-2-yl]acetic acid ethyl ester C(C)OC([C@H](N1C(C2=CC(=CC(=C2C1)C(F)(F)F)I)=O)C1=C2N(C=N1)CCC2)=O |r|